[N-](S(=O)(=O)C(F)(F)F)S(=O)(=O)C(F)(F)F.[Na+] Natrium bis(trifluoromethane)sulfonimid